C1(CC1)C1=C(C(=NO1)C1=C(C=CC=C1C)C)CO[C@H]1[C@@H]2C(N([C@H](C1)C2)CC2=CC=C(C=C2)OC)=O (1S,4R,5R)-5-[[5-cyclopropyl-3-(2,6-dimethylphenyl)-1,2-oxazol-4-yl]methoxy]-2-[(4-methoxyphenyl)methyl]-2-azabicyclo[2.2.1]heptan-3-one